6-(4-cyclopropyl-6-methoxypyrimidin-5-yl)-1-(4-(1-isopropyl-4-(trifluoromethyl)-1H-imidazol-2-yl) benzyl)-1H-pyrazolo[3,4-d]pyrimidin-3-yl triflate O(S(=O)(=O)C(F)(F)F)C1=NN(C2=NC(=NC=C21)C=2C(=NC=NC2OC)C2CC2)CC2=CC=C(C=C2)C=2N(C=C(N2)C(F)(F)F)C(C)C